(-)-bornenol C12(C(=CC(CC1)C2(C)C)O)C